C(C)OC(=O)C=1C(=NN(C1)S(N(C)C)(=O)=O)CC1=C(C=C(C(=C1)CC)F)Cl (2-chloro-5-ethyl-4-fluorobenzyl)-1-(N,N-dimethylsulfamoyl)-1H-pyrazole-4-carboxylic acid ethyl ester